ClC=1C=C(C=C(C1)NS(=O)(=O)C)NC(=O)C=1C=CC=2N(C1)C(=C(N2)CC)N(C)C N-(3-chloro-5-(methylsulfonamido)phenyl)-3-(dimethylamino)-2-ethylimidazo[1,2-a]pyridine-6-carboxamide